2-(1-(2-(1-(5-(2,6-dioxopiperidin-3-yl)-3-fluoropyridin-2-yl)piperidin-4-yl)acetyl)piperidin-4-yl)-6-isopropoxy-N-(pyrazolo[1,5-a]pyrimidin-3-yl)-2H-indazole-5-carboxamide O=C1NC(CCC1C=1C=C(C(=NC1)N1CCC(CC1)CC(=O)N1CCC(CC1)N1N=C2C=C(C(=CC2=C1)C(=O)NC=1C=NN2C1N=CC=C2)OC(C)C)F)=O